C12(CC(C1)C2)C(=O)N2[C@H]([C@H](C(C2)(F)F)NS(=O)(=O)C)CC2=C(C(=CC=C2)C2=NC(=NC(=C2)C)C)F N-[(2S,3R)-1-(bicyclo[1.1.1]pentane-1-carbonyl)-2-{[3-(2,6-dimethylpyrimidin-4-yl)-2-fluorophenyl]methyl}-4,4-difluoropyrrolidin-3-yl]methanesulfonamide